C[C@@H](CCC)O (2S)-2-Pentanol